NC1=C(N=CN1[C@@H]1O[C@@H]([C@H]([C@H]1O)O)CO)C(=O)N 5-amino-1-((2R,3R,4S,5R)-3,4-dihydroxyl-5-(hydroxymethyl)tetrahydrofuran-2-yl)-1H-imidazole-4-carboxamide